C(C)(C)NC1=CC=C(C=C1)NC1=CC=CC=C1 N-isopropyl-N'-phenyl-para-phenylenediamine